cis-8-dimethylamino-3-(1-methylsulfonyl-1H-pyrrolo[2,3-b]pyridin-5-yl)-8-phenyl-1,3-diazaspiro[4.5]decan-2-one CN(C1(CCC2(CN(C(N2)=O)C=2C=C3C(=NC2)N(C=C3)S(=O)(=O)C)CC1)C1=CC=CC=C1)C